(4-methylmorpholin-2-yl)methanamine CN1CC(OCC1)CN